N1C(=CC2=CC=CC=C12)C(=O)N1CC=2N(CC1)N=CC2C(=O)N(C)C2(CC2)C2=CC=C(C(=O)O)C=C2 4-(1-(5-(1H-indole-2-carbonyl)-N-methyl-4,5,6,7-tetrahydropyrazolo[1,5-a]pyrazine-3-carboxamido)cyclopropyl)benzoic acid